tert-butyl 2-[[4-[[2-amino-4-(pentylamino)pyrrolo[3,2-d]pyrimidin-5-yl]methyl]-3-methoxy-phenyl]methyl]-5-oxa-2,8-diazaspiro[3.5]nonane-8-carboxylate NC=1N=C(C2=C(N1)C=CN2CC2=C(C=C(C=C2)CN2CC1(C2)OCCN(C1)C(=O)OC(C)(C)C)OC)NCCCCC